2-[2-(aminomethyl)-3,3-difluoro-allyl]-4-[3-methyl-5-[6-(trifluoromethyl)-3-pyridinyl]-2-pyridinyl]-1,2,4-triazol-3-one NCC(CN1N=CN(C1=O)C1=NC=C(C=C1C)C=1C=NC(=CC1)C(F)(F)F)=C(F)F